6-cyano-(5R)-hydroxyl-3-carbonyl-hexanoic acid tert-butyl ester C(C)(C)(C)OC(C(C(CCCC#N)=C=O)O)=O